3-Amino-N-((1r,4r)-4-methoxycyclohexyl)-6-(1-methyl-1H-imidazol-5-yl)pyrazine-2-carboxamide NC=1C(=NC(=CN1)C1=CN=CN1C)C(=O)NC1CCC(CC1)OC